BrC1=C2C=CN(C(C2=CC(=C1)CN1C(=NC=C1)NC)=O)CC1=CC(=C(C=C1)F)OC 5-bromo-2-(4-fluoro-3-methoxybenzyl)-7-((2-(methylamino)-1H-imidazol-1-yl)methyl)isoquinolin-1(2H)-one